ClC1=CC2=C(N(C(O2)=O)CC2=NC=C(C=C2)C=2OC(=NN2)C(F)F)C=C1 6-chloro-3-((5-(5-(difluoromethyl)-1,3,4-oxadiazole-2-yl)pyridine-2-yl)methyl)benzo[d]oxazole-2(3H)-one